NC1=C(C=2C=C(C=3N(C2N1C1=C(C(=CC=C1C)OC)C)N=CC3)C)C#N 7-amino-8-(3-methoxy-2,6-dimethylphenyl)-4-methyl-8H-pyrazolo[1,5-a]pyrrolo[3,2-e]pyridine-6-carbonitrile